C(C=C)OC=1C=C(C=CC1OC)NC1=NC=C(C(=N1)NC1=C(C(=O)NC)C=C(C=C1)OCCCC=C)C(F)(F)F 2-((2-((3-(allyloxy)-4-methoxyphenyl)amino)-5-(trifluoromethyl)pyrimidin-4-yl)amino)-N-methyl-5-(pent-4-en-1-yloxy)benzamide